The molecule is a member of the class of barbiturates taht is barbituric acid substituted at N-1 by methyl and at C-5 by methyl and cyclohex-1-enyl groups. It derives from a barbituric acid. CC1(C(=O)NC(=O)N(C1=O)C)C2=CCCCC2